(S)-2-((((9H-fluoren-9-yl)methoxy)carbonyl)amino)-3-(4-(1-methyl-1H-pyrazol-3-yl)phenyl)propanoic acid C1=CC=CC=2C3=CC=CC=C3C(C12)COC(=O)N[C@H](C(=O)O)CC1=CC=C(C=C1)C1=NN(C=C1)C